ClC1=CC=C(C(=N1)C(=O)NS(=O)(=O)C)N[C@H](C)C=1C=C(C=C2C(N(C(=NC12)N1C[C@H](CC1)OC1=NC=C(C=N1)F)C)=O)C 6-chloro-3-(((R)-1-(2-((S)-3-((5-fluoropyrimidin-2-yl)oxy)pyrrolidin-1-yl)-3,6-dimethyl-4-oxo-3,4-dihydroquinazolin-8-yl)ethyl)amino)-N-(methylsulfonyl)picolinamide